NC1=CC=C(C(=C1C(=O)N(C)CCN(C)C)F)C=1C(=C2C(=NC1)NCC21CC(CC1)(C)C#N)Cl 6-Amino-3-(4'-chloro-3-cyano-3-methyl-1',2'-dihydrospiro[cyclopentane-1,3'-pyrrolo[2,3-b]pyridin]-5'-yl)-N-(2-(dimethylamino)ethyl)-2-fluoro-N-methyl-benzamide